diethyl (4-(3,6-dibromo-9H-carbazol-9-yl) butyl) phosphate (diethyl-4-(3,6-dibromo-9H-carbazol-9-yl)butyl)phosphate C(C)C(CCCOP(=O)(O)O)(N1C2=CC=C(C=C2C=2C=C(C=CC12)Br)Br)CC.P(=O)(OCC)(OCC)OCCCCN1C2=CC=C(C=C2C=2C=C(C=CC12)Br)Br